BrC=1C=CC=C(C1)C1=C(C=CC=C1)I 5'-bromo-2-iodobiphenyl